C(CC1=CC=CC=C1)NCCCNC[C@@H]1[C@H]([C@H]([C@@H](C1)N1C=C2CCCNC=3C2=C1N=CN3)O)O (1S,2R,3R,5R)-3-(((3-(Phenethylamino)propyl)amino)methyl)-5-(6,7,8,9-tetrahydro-2H-2,3,5,6-tetraazabenzo[cd]azulen-2-yl)cyclopentane-1,2-diol